(7R)-3-[(3-chloro-2-methoxyphenyl)amino]-7-[(2R)-1,4-dioxan-2-ylmethyl]-2-(3-fluoropyridin-4-yl)-1H,5H,6H,7H-pyrrolo[3,2-c]pyridin-4-one ClC=1C(=C(C=CC1)NC1=C(NC2=C1C(NC[C@H]2C[C@H]2OCCOC2)=O)C2=C(C=NC=C2)F)OC